C(CCCC#C)N1CC2=CC(=C(C=C2CC1)OC)OC 2-(hex-5-yn-1-yl)-6,7-dimethoxy-1,2,3,4-tetrahydroisoquinoline